tert-butyl N-[(trans)-3-aminocyclobutyl]carbamate N[C@@H]1C[C@H](C1)NC(OC(C)(C)C)=O